FC1=C2C(=NC=3N(C2=CC=C1)C(=NN3)C)N3CCOCC1=C3C=CC=C1C#CC1=CC=NN1C 1-(6-fluoro-1-methyl-[1,2,4]triazolo[4,3-a]quinazolin-5-yl)-6-((1-methyl-1H-pyrazol-5-yl)ethynyl)-1,2,3,5-tetrahydrobenzo[e][1,4]oxazepine